C(#N)C(C)(C)C=1C=C(C(=O)NC=2C(=CC(=C(C2)B(O)O)C)F)C=CC1 (5-(3-(2-cyanopropan-2-yl)benzoylamino)-4-fluoro-2-methylphenyl)boronic acid